5-methoxy-2-(1H-pyrrol-1-yl)aniline COC=1C=CC(=C(N)C1)N1C=CC=C1